O=C1N(CCC(N1)=O)C1=CC=C(CN(C2CCN(CC2)C=2C=CC3=C(N(C(=N3)NC(C3=CC(=CC=C3)C(F)(F)F)=O)C3CCC(CC3)CO)C2)C)C=C1 N-(6-(4-((4-(2,4-dioxotetrahydropyrimidin-1(2H)-yl)benzyl)(methyl)amino)piperidin-1-yl)-1-((1s,4s)-4-(hydroxymethyl)cyclohexyl)-1H-benzo[d]imidazol-2-yl)-3-(trifluoromethyl)benzamide